(2R,5S)-4-(7-bromo-2-(cyanomethyl)-5-methyl-6-oxo-5,6-dihydroimidazo[1,2-b]pyridazin-8-yl)-2,5-diethylpiperazine-1-carboxylic acid tert-butyl ester C(C)(C)(C)OC(=O)N1[C@@H](CN([C@H](C1)CC)C=1C=2N(N(C(C1Br)=O)C)C=C(N2)CC#N)CC